2-(4-(8-chloro-7-((2-methyl-1H-benzo[d]imidazol-6-yl)oxy)quinoxalin-2-yl)-1H-pyrazol-1-yl)-1-(pyrrolidin-1-yl)ethan-1-one ClC=1C(=CC=C2N=CC(=NC12)C=1C=NN(C1)CC(=O)N1CCCC1)OC=1C=CC2=C(NC(=N2)C)C1